CC(=O)OC/C=C/C1=CC(=C(C=C1)OC(=O)C)OC The molecule is a phenyl acetate that is the diacetate derivative of coniferol. It is a monomethoxybenzene and a member of phenyl acetates. It derives from a coniferol.